2-methyl-2-(1-(1-methylcyclopropyl)-1H-pyrazol-3-yl)cyclopentane-1-one CC1(C(CCC1)=O)C1=NN(C=C1)C1(CC1)C